(3-fluoro-5-(1-(3-fluorophenyl)-1H-pyrazol-4-yl)phenyl)methanamine hydrochloride Cl.FC=1C=C(C=C(C1)C=1C=NN(C1)C1=CC(=CC=C1)F)CN